lithium 2,4,5,6,7-pentacyano-benzimidazolide C(#N)C=1[N-]C2=C(N1)C(=C(C(=C2C#N)C#N)C#N)C#N.[Li+]